C(C)OC1=C(C=C(C=C1)C(O)(C1=CC=C(C=C1)OC(F)(F)F)C1(CNC1)C)C1=NC(=NO1)C [4-Ethoxy-3-(3-methyl-[1,2,4]oxadiazol-5-yl)-phenyl]-(3-methyl-azetidin-3-yl)-(4-trifluoromethoxy-phenyl)-methanol